7-(2-(dimethylamino)ethyl)-2-(4-fluoro-3-methoxybenzyl)-5-(1-methyl-3-(trifluoromethyl)-1H-pyrazol-4-yl)-3,4-dihydroisoquinolin-1(2H)-one CN(CCC1=CC(=C2CCN(C(C2=C1)=O)CC1=CC(=C(C=C1)F)OC)C=1C(=NN(C1)C)C(F)(F)F)C